3-(5,5-dimethyl-1,3-dioxan-2-yl)-5-fluoro-4-hydroxy-N-(6-(4-phenylpiperazin-1-yl)pyridin-3-yl)benzamide CC1(COC(OC1)C=1C=C(C(=O)NC=2C=NC(=CC2)N2CCN(CC2)C2=CC=CC=C2)C=C(C1O)F)C